2,6-Dichloro-3-{[(2,2-dimethylpropanoyl)amino]methyl}-N-{1-[4-methyl-3-(trifluoromethyl)phenyl]-1H-indazol-4-yl}benzamide ClC1=C(C(=O)NC2=C3C=NN(C3=CC=C2)C2=CC(=C(C=C2)C)C(F)(F)F)C(=CC=C1CNC(C(C)(C)C)=O)Cl